O=C1N2[C@H](OC13CCN(CC3)C3=NC=C(C=N3)C(=O)OC)CC[C@H]2C2=CC=CC=C2 methyl 2-[(5'S,7a'R)-3'-oxo-5'-phenyltetrahydro-1H,3'H-spiro[piperidine-4,2'-pyrrolo[2,1-b][1,3]oxazol]-1-yl]pyrimidine-5-carboxylate